NC1=CC=C(C=C1)S p-aminophenyl mercaptan